C1(CCCCC1)OC(CC(C(=O)OCC(C(=O)O)(C)C)=C)=O ((4-(cyclohexyloxy)-2-methylene-4-oxobutanoyl)oxy)-2,2-dimethylpropanoic acid